C1C[C@H](NC1)C(=O)O L-(-)-Proline